(2-aminobenzo[d]thiazol-6-yl)-3-(4-chlorophenyl)-1-[2-(2-oxopyrrolidin-1-yl)ethyl]urea NC=1SC2=C(N1)C=CC(=C2)N(C(=O)NC2=CC=C(C=C2)Cl)CCN2C(CCC2)=O